ClC=1C=C(C=CC1Cl)N1CN=CC2=C1C1CCC(C2)N1 (5R,8S)-N-(3,4-dichlorophenyl)-6,7,8,9-tetrahydro-5H-6,9-epiminocyclohepta[d]pyrimidine